C1(=CC=CC=C1)NC1=C(C(=O)N)C=CC(=N1)C(F)(F)F 2-(phenylamino)-6-(trifluoromethyl)nicotinamide